ClC1=CC(=C(C=N1)S(=O)(=O)N)C 6-chloro-4-methylpyridine-3-sulfonamide